3-methoxy-N-(5-((2-(piperidin-1-yl)pyrimidin-5-yl)oxy)thiazol-2-yl)cyclobutane-1-carboxamide COC1CC(C1)C(=O)NC=1SC(=CN1)OC=1C=NC(=NC1)N1CCCCC1